1-(4-bromophenyl)-2-phenylpropan-1-one BrC1=CC=C(C=C1)C(C(C)C1=CC=CC=C1)=O